1-(6-(4,5-dimethyl-1H-imidazol-2-yl)pyridine-2-yl)-1H-pyrazole-3-formaldehyde CC=1N=C(NC1C)C1=CC=CC(=N1)N1N=C(C=C1)C=O